1,2-diphenyl-(R*,R*)-1,2-ethanediol C1(=CC=CC=C1)[C@H]([C@H](O)C1=CC=CC=C1)O |o1:6,7|